2-Benzyl-3-(5-{4-[1-(o-chlorophenyl)ethoxycarbonyl-amino]-3-fluoro-5-isoxazolyl}-2-pyridyloxy)propionic acid C(C1=CC=CC=C1)C(C(=O)O)COC1=NC=C(C=C1)C1=C(C(=NO1)F)NC(=O)OC(C)C1=C(C=CC=C1)Cl